CS(=O)(=O)OC1=C(C(=CC=C1)Cl)[C@H]1CC(=NO1)C=1N=C(SC1)C1CCN(CC1)C(CN1N=C(C=C1C(F)F)C(F)F)=O 2-{(5R)-3-[2-(1-{[3,5-bis(difluoromethyl)-1H-pyrazol-1-yl]acetyl} piperidin-4-yl)-1,3-thiazol-4-yl]-4,5-dihydro-1,2-oxazol-5-yl}-3-chlorophenyl methanesulfonate